BrC=1C=C2C(=CNC2=CC1)CBr 5-bromo-3-(bromomethyl)-1H-indole